NC1=CC(=C2C(N(CCCCC[C@@](C3=NN=C(C1=N2)O3)(C(F)(F)F)O)CC3=CC(=CC(=C3)C)C)=O)C(F)(F)F (6R)-17-amino-12-[(3,5-dimethylphenyl)methyl]-6-hydroxy-6,15-bis(trifluoromethyl)-19-oxa-3,4,12,18-tetrazatricyclo[12.3.1.12,5]nonadeca-1(18),2,4,14,16-pentaen-13-one